7-{8-methyl-1H,2H,3H-pyrido[2,3-b][1,4]oxazin-7-yl}-N-[4-(4-methylpiperazin-1-yl)phenyl]-5H,6H,7H,8H-pyrido[3,4-d]pyrimidin-2-amine CC1=C(C=NC=2OCCNC21)N2CC=1N=C(N=CC1CC2)NC2=CC=C(C=C2)N2CCN(CC2)C